Cl.COC1=C(C=CC(=C1)CNC(CCCC\C=C\C(C)C)=O)C(N(C)CC)C(=O)O (E)-2-methoxy-4-((8-methylnon-6-enamido)methyl)phenyl-N-ethyl-N-methylglycine hydrochloride